ClC1=CC(=C2CN(C(C2=C1)=O)C(CC#C[Si](C)(C)C)C1=C(C=CC(=C1)F)F)F 6-Chloro-2-(1-(2,5-difluorophenyl)-4-(trimethylsilyl)but-3-yn-1-yl)-4-fluoroisoindolin-1-one